5-((1H-pyrazol-4-yl)ethynyl)-4-bromo-6-chloro-1-(tetrahydro-2H-pyran-2-yl)-1H-indazole N1N=CC(=C1)C#CC=1C(=C2C=NN(C2=CC1Cl)C1OCCCC1)Br